9-(4-(dimethylamino)butanoyloxy)heptadecanedioic acid CN(CCCC(=O)OC(CCCCCCCC(=O)O)CCCCCCCC(=O)O)C